2-ethylhexyl 3-((2-(((1R*,3R*)-3-(2-((tert-butyldiphenylsilyl)oxy)ethyl)cyclohexyl)oxy)-4-methylphenyl)sulfonyl)propanoate [Si](C1=CC=CC=C1)(C1=CC=CC=C1)(C(C)(C)C)OCC[C@@H]1C[C@@H](CCC1)OC1=C(C=CC(=C1)C)S(=O)(=O)CCC(=O)OCC(CCCC)CC |o1:20,22|